N-((1S,2S)-2-(6-fluoro-2,3-dimethylphenyl)-1-(5-oxo-4,5-dihydro-1,3,4-oxadiazol-2-yl)propyl)-3,4-dihydroisoquinoline-2(1H)-sulfonamide FC1=CC=C(C(=C1[C@@H]([C@@H](C=1OC(NN1)=O)NS(=O)(=O)N1CC2=CC=CC=C2CC1)C)C)C